4-(piperazin-1-yl)piperidine N1(CCNCC1)C1CCNCC1